3-(2-(6-chloronaphthalen-2-yl)vinyl)-N-(2-(2-cyano-2-cyclopropyl-4,4-difluoropyrrolidin-1-yl)-2-oxoethyl)isonicotinamide ClC=1C=C2C=CC(=CC2=CC1)C=CC1=C(C(=O)NCC(=O)N2C(CC(C2)(F)F)(C2CC2)C#N)C=CN=C1